ClC1=C(C(=O)N2CCC(CC2)C(=O)O)C=CC(=C1)NC(=O)C=1N(C(=CN1)C1=C(C(=C(C=C1)OC)F)F)C 1-[2-Chloro-4-[[5-(2,3-difluoro-4-methoxy-phenyl)-1-methyl-imidazole-2-carbonyl]amino]benzoyl]piperidine-4-carboxylic acid